NC1=NN2C(N=CC=C2)=C1C(=O)NC=1C=NN(C1C1=C(C=CC(=C1)Cl)OC)CC1(CCOCC1)O 2-amino-N-(5-(5-chloro-2-methoxyphenyl)-1-((4-hydroxytetrahydro-2H-pyran-4-yl)methyl)-1H-pyrazol-4-yl)pyrazolo[1,5-a]pyrimidine-3-carboxamide